7-fluoro-3-(hydroxymethyl)-9-methylpyrido[3,2-e]pyrrolo[1,2-a]pyrazin-6(5H)-one FC=1C=C(N2C1C(NC1=C2N=CC(=C1)CO)=O)C